(3aR,7aS)-5-Cyclopropyl-3-(2H-[1,3]dioxolo[4,5-e][1,3]benzothiazol-7-yl)octahydro-2H-imidazo[4,5-c]pyridin-2-one C1(CC1)N1C[C@@H]2[C@H](CC1)NC(N2C=2SC1=C(N2)C2=C(C=C1)OCO2)=O